BrC=1C=C(C=C(C1)N1CCOCC1)S/C=C/C1=C(C=CC=C1)O (E)-2-(2-(3-bromo-5-morpholinophenylthio)vinyl)phenol